5-Bromo-3-ethyl-2-methylquinoline BrC1=C2C=C(C(=NC2=CC=C1)C)CC